C1(=CC=CC=C1)C1=C(C=C(C=C1)C1=CC=CC=C1)C1=CC=C(C=C1)NC1=CC=C(C=C1)C1=CC2=CC=CC=C2C=C1 (2',5'-diphenyl-biphenyl-4-yl)-(4-naphthalen-2-yl-phenyl)amine